p-nitrotrifluoro-methoxybenzene methyl-(1R,2S,5S)-3-(L-valyl)-6,6-dimethyl-3-azabicyclo[3.1.0]hexane-2-carboxylate trifluoroacetate FC(C(=O)O)(F)F.COC(=O)[C@@H]1[C@H]2C([C@H]2CN1C([C@@H](N)C(C)C)=O)(C)C.[N+](=O)([O-])C1=C(C(=C(C=C1F)OC)F)F